(1S,2S,3S)-2-ethyl-N-[7-methyl-6-[4-((S)-3-methyltetrahydrofuran-3-yl)piperazin-4-ium-1-yl]-3-isoquinolyl]-3-(1-methylpyrazol-4-yl)cyclopropanecarboxamide C(C)[C@@H]1[C@@H]([C@H]1C=1C=NN(C1)C)C(=O)NC=1N=CC2=CC(=C(C=C2C1)N1CC[NH+](CC1)[C@@]1(COCC1)C)C